6-cyclopropyl-1-(4-fluorophenylmethyl)-2-oxo-1,2-dihydro-1,8-naphthyridine-3-carboxamide C1(CC1)C=1C=C2C=C(C(N(C2=NC1)CC1=CC=C(C=C1)F)=O)C(=O)N